3-(N-(3-chloro-1H-indol-7-yl)sulfamoyl)-N-(4-sulfamoylphenethyl)benzamide ClC1=CNC2=C(C=CC=C12)NS(=O)(=O)C=1C=C(C(=O)NCCC2=CC=C(C=C2)S(N)(=O)=O)C=CC1